C1(=CC=CC=C1)C(C(C)=O)C(C)=O 3-phenyl-2,4-pentandione